1-methyl-3-n-octylimidazolium tetrafluoroborate F[B-](F)(F)F.CN1C=[N+](C=C1)CCCCCCCC